CC1=C(C2=C(N=CN=C2NC2(CC2)C)O1)C(=O)NC1(CC1)C1=NC=CN=C1 6-methyl-4-[(1-methylcyclopropyl)amino]-N-[1-(pyrazin-2-yl)cyclopropyl]furo[2,3-d]pyrimidine-5-carboxamide